1-(2,5-Dimethyl-1-(4-(methylsulfonyl)phenyl)-1H-pyrrol-3-yl)-2-(4-hydroxypiperidin-1-yl)ethanone CC=1N(C(=CC1C(CN1CCC(CC1)O)=O)C)C1=CC=C(C=C1)S(=O)(=O)C